6-cyclopropyl-N-(4-fluoro-2-methoxyphenyl)pyridine-3-carboxamide C1(CC1)C1=CC=C(C=N1)C(=O)NC1=C(C=C(C=C1)F)OC